NC1=CC(=NC=N1)NC1=CC(=C2N(C1=O)C1(NC2=O)C2CCC(C1=C)C2)C 6'-[(6-aminopyrimidin-4-yl)amino]-8'-methyl-3-methylidene-2'H-spiro[bicyclo[2.2.1]heptane-2,3'-imidazo[1,5-a]pyridine]-1',5'-dione